2-(3,8-diazabicyclo[3.2.1]octan-3-yl)-5-(methylthio)-7-(thiazol-2-yl)benzo[d]oxazole C12CN(CC(CC1)N2)C=2OC1=C(N2)C=C(C=C1C=1SC=CN1)SC